(R)-N-(1-(4-chlorophenyl)-2,2,2-trifluoroethyl)-1-(oxetan-3-yl)-6-oxo-1,6-dihydropyridazine-4-sulfonamide ClC1=CC=C(C=C1)[C@H](C(F)(F)F)NS(=O)(=O)C=1C=NN(C(C1)=O)C1COC1